1,3-bis(oxiranylmethyl)-5-(2-propenyl)-1,3,5-triazin O1C(C1)CN1CN(CN(C1)CC=C)CC1OC1